CC1=C(C=CC(=C1)[N+](=O)[O-])[N+]#[C-] 2-METHYL-4-NITROPHENYL ISOCYANIDE